4-(4-propenylpiperazin-1-yl)-7-(2-amino-6-fluorophenyl)-6-chloro-1-(4,6-diisopropylpyrimidin-5-yl)-2-oxo-1,2-dihydro-1,8-naphthyridine-3-carbonitrile C(=CC)N1CCN(CC1)C1=C(C(N(C2=NC(=C(C=C12)Cl)C1=C(C=CC=C1F)N)C=1C(=NC=NC1C(C)C)C(C)C)=O)C#N